F[C@H]1CN(C[C@@H]1NC1=NC(=CC=C1)C1=CN=C2N1C=CC(=C2)F)C(=O)OC(C)(C)C (3S,4S)-tert-butyl 3-fluoro-4-((6-(7-fluoroimidazo[1,2-a]pyridin-3-yl)pyridin-2-yl)amino)pyrrolidine-1-carboxylate